1-(7-(8-Ethyl-7-fluoro-3-hydroxynaphthalen-1-yl)-8-fluoro-2-(((2R,7aS)-2-fluorotetrahydro-1H-pyrrolizin-7a(5H)-yl)methoxy)pyrido[4,3-d]pyrimidin-4-yl)azepan-4-one C(C)C=1C(=CC=C2C=C(C=C(C12)C1=C(C=2N=C(N=C(C2C=N1)N1CCC(CCC1)=O)OC[C@]12CCCN2C[C@@H](C1)F)F)O)F